BrC=1C(=CC=2C3=C(C(=NC2C1F)O)C=C(N3[C@H]3[C@H]1CN([C@@H]3C1)C(=O)OC(C)(C)C)CCC(=O)N(C)C)CCC#N tert-butyl (1R,4R,5S)-5-(7-bromo-8-(2-cyanoethyl)-2-(3-(dimethylamino)-3-oxopropyl)-6-fluoro-4-hydroxy-1H-pyrrolo[3,2-c]quinolin-1-yl)-2-azabicyclo[2.1.1]hexane-2-carboxylate